(R)-8-(2,2-difluoroethoxy)-4-((1-(3-(difluoromethyl)-2-fluorophenyl)ethyl)amino)-2-methyl-6-(1-methylcyclopropyl)pyrido[4,3-d]pyrimidin-7(6H)-one FC(COC=1C(N(C=C2C1N=C(N=C2N[C@H](C)C2=C(C(=CC=C2)C(F)F)F)C)C2(CC2)C)=O)F